NC1=NC=CC2=C1C=C(S2)CNC(=O)[C@H](C)NC([C@@H](CCC2=CC=CC=C2)NC(C)C)=O (2R)-N-[(1S)-1-[({4-aminothieno[3,2-c]pyridin-2-yl}methyl)carbamoyl]ethyl]-2-(isopropylamino)-4-phenylbutanamide